FC(N1N=CC(=C1)C=1C=C(C2=C(N(N=C2C1)C)C=1C=C2[C@H](CNC(C2=C(C1)OC)=O)C)C#N)F |o1:20| 6-[1-(difluoromethyl)pyrazol-4-yl]-2-methyl-3-[rel-(4R)-8-methoxy-4-methyl-1-oxo-3,4-dihydro-2H-isoquinolin-6-yl]indazole-4-carbonitrile